tert-butyl 11-(4-(2-ethoxy-2-oxoethyl)phenyl)undecanoate C(C)OC(CC1=CC=C(C=C1)CCCCCCCCCCC(=O)OC(C)(C)C)=O